(1R,4S)-1,3,3-trimethyl-bicyclo[2.2.1]heptan-2-one C[C@@]12C(C([C@@H](CC1)C2)(C)C)=O